FC1=C(C=CC(=C1)C)C=1CCSC2=C(C1C1=CC=C(C=C1)O[C@@H]1CN(CC1)CCCF)C=CC(=C2)O 4-(2-Fluoro-4-methylphenyl)-5-[4-[(3S)-1-(3-fluoropropyl)pyrrolidin-3-yl]oxyphenyl]-2,3-dihydro-1-benzothiepin-8-ol